C(C)OCCOC1=CC=C(C=N1)C=1N=C(NC(C1)=O)C=1C=C(CNC(C(C)C)=O)C=CC1C(F)(F)F N-(3-{4-[6-(2-ethoxyethoxy)pyridin-3-yl]-6-oxo-1,6-dihydropyrimidin-2-yl}-4-(trifluoromethyl)benzyl)isobutyramide